N-(1-(2-(cyclopropanesulfonylamino)pyrimidin-4-yl)propyl)-5-(6-ethoxypyrazin-2-yl)pyridinecarboxamide C1(CC1)S(=O)(=O)NC1=NC=CC(=N1)C(CC)NC(=O)C1=NC=C(C=C1)C1=NC(=CN=C1)OCC